2-hexyldecyl 10-bromodecanoate 2-Hexyldecyl-10-bromodecanoate C(CCCCC)C(COC(CCCCCCCCCBr)=O)CCCCCCCC.BrCCCCCCCCCC(=O)OCC(CCCCCCCC)CCCCCC